FCC1CN(CCN1C)C=1C=CC(=C(N)C1)OC(F)(F)F 5-(3-(fluoromethyl)-4-methylpiperazin-1-yl)-2-(trifluoromethoxy)aniline